C(C)(C)(C)OC(=O)N1C2CN(CC1CC2)C2=C(C1=C(C[C@H](CO1)NC(=O)OCC1=CC=CC=C1)C(=C2)F)F 3-[(3R)-3-[[(benzyloxy)carbonyl]amino]-5,8-difluoro-3,4-dihydro-2H-1-benzopyran-7-yl]-3,8-diazabicyclo[3.2.1]octane-8-carboxylic acid tert-butyl ester